C(C=C)(=O)N1C(CN(CC1)C1=C(C=NC2=C(C(=C(C=C12)Cl)C1=CC=C(C2=C1N=C(S2)N)F)F)C#N)CC#N 4-(4-propenoyl-3-(cyanomethyl)piperazin-1-yl)-7-(2-amino-7-fluorobenzo[d]thiazol-4-yl)-6-chloro-8-fluoroquinoline-3-carbonitrile